C(C)(C)(C)OC(=O)NC1CN(CCC2N(C1=O)C(CC2)C(=O)O)C(NC)=O 5-[(tert-butoxycarbonyl)amino]-3-(methylcarbamoyl)-6-oxo-octahydropyrrolo[1,2-a][1,5]diazocine-8-carboxylic acid